N1(CCNCC1)C1=NC2=C(SC3=C1C=CC=C3)C=CC=C2 11-piperazinyl-dibenzo[b,f][1,4]thiazepine